CN(C(CCCCCCCCCCC)=O)C N,N-dimethyl-dodecanamide